tert-Butyl 2-[methoxy (methyl) carbamoyl]morpholine-4-carboxylate CON(C(=O)C1CN(CCO1)C(=O)OC(C)(C)C)C